CN1C=C(C=2C1=NC=C(C2)NC(C=C)=O)C#CCC(C)C N-(1-Methyl-3-(4-methylpent-1-yn-1-yl)-1H-pyrrolo[2,3-b]pyridin-5-yl)acrylamide